3-cyclopropyl-N-[1-[3-(5-fluoro-2-pyridyl)pyrazin-2-yl]ethyl]-5-(trifluoromethyl)benzamide C1(CC1)C=1C=C(C(=O)NC(C)C2=NC=CN=C2C2=NC=C(C=C2)F)C=C(C1)C(F)(F)F